F[C@@H]1CN(C[C@H](C1)NC1=NC=CC(=N1)C=1C(=NC=NC1)OC1=C(C=CC2=C(C(=CC=C12)F)NS(=O)(=O)CCC)C)C(=O)OCC1=CC=CC=C1 benzyl (3S,5S)-3-fluoro-5-((4'-((6-fluoro-2-methyl-5-(propylsulfonamido)naphthalen-1-yl)oxy)-[4,5'-bipyrimidin]-2-yl)amino)piperidine-1-carboxylate